CS(=O)(=O)C1=C(N=CC2=CC=NC=C12)N 4-(methylsulfonyl)-2,6-naphthyridin-3-amine